(S)-N-((1R,5S,8s)-3-(6-methylpyrimidin-4-yl)-3-azabicyclo[3.2.1]octan-8-yl)-7-(2,3,4-trifluorophenoxy)-6,7-dihydro-5H-pyrrolo[1,2-b][1,2,4]triazol-2-amine CC1=CC(=NC=N1)N1C[C@H]2CC[C@@H](C1)C2NC=2N=C1N(N2)CC[C@@H]1OC1=C(C(=C(C=C1)F)F)F